5-{2-cyclopropyl-4-methoxy-5h,6h,7h-pyrrolo[3,4-d]pyrimidine-6-carbonyl}-6-methyl-N-(1-methylcyclopropyl)furo[2,3-d]pyrimidin-4-amine C1(CC1)C=1N=C(C2=C(N1)CN(C2)C(=O)C2=C(OC=1N=CN=C(C12)NC1(CC1)C)C)OC